8-(3-Cyclopropyl-5-fluoro-1H-indol-7-yl)-7-fluoro-9-methoxy-1,4,4-trimethyl-5H-[1,2,4]triazolo[4,3-a]quinoxaline C1(CC1)C1=CNC2=C(C=C(C=C12)F)C1=C(C=C2NC(C=3N(C2=C1OC)C(=NN3)C)(C)C)F